2-chloro-6-nitroquinoxaline ClC1=NC2=CC=C(C=C2N=C1)[N+](=O)[O-]